N1(N=CC=C1)CC1=CC(=C(C#N)C(=C1)F)OCC1=CC=CC=C1 4-((1H-pyrazol-1-yl)methyl)-2-(benzyloxy)-6-fluorobenzonitrile